2,2,4-trimethyl-3-hydroxypentyl acrylate C(C=C)(=O)OCC(C(C(C)C)O)(C)C